OC1CCN(CC1)C1=NC=CC(=C1)C1=CC(=NC=C1)NC(C1=CC(=CC=C1)C)=O N-(2'-(4-hydroxypiperidin-1-yl)-[4,4'-bipyridin]-2-yl)-3-methylbenzamide